C1(=CC=CC=C1)C1=NN=C(S1)CNC(=O)C=1N=NN(C1)CC1=NC=CC=C1 N-((5-phenyl-1,3,4-thiadiazol-2-yl)methyl)-1-(pyridin-2-ylmethyl)-1H-1,2,3-triazole-4-carboxamide